N-(β-aminoethyl)-γ-aminopropyltrimethoxy(ethyl)silane NCCNCCCCO[Si](CC)(OC)OC